ClC1=C(C=CC=C1C1=C(C(=NC=C1)C1=CC(=C(C=C1)C=O)OC)Cl)NC(=O)C=1N(C2=C(CN(CC2)CCCCCF)N1)C N-(2-chloro-3-(3-chloro-2-(4-formyl-3-methoxyphenyl)pyridin-4-yl)phenyl)-5-(5-fluoropentyl)-1-methyl-4,5,6,7-tetrahydro-1H-imidazo[4,5-c]pyridine-2-carboxamide